(S)-5-bromo-2-((1-hydroxypropan-2-yl)amino)-N,N-dimethylnicotinamide BrC=1C=NC(=C(C(=O)N(C)C)C1)N[C@H](CO)C